ClC=1C=C(N(C1)S(=O)(=O)C1=CC=C(C)C=C1)C1=CC=NN1C 4-chloro-2-(1-methyl-1H-pyrazol-5-yl)-1-p-toluenesulfonyl-1H-pyrrole